5-[4-amino-5-(trifluoromethyl)pyrrolo[2,1-f][1,2,4]triazin-7-yl]-N-{1-[(3,5-dimethyl-1,2-oxazol-4-yl)methyl]-4-fluoropyrrolidin-3-yl}-2-methoxypyridine-3-carboxamide NC1=NC=NN2C1=C(C=C2C=2C=C(C(=NC2)OC)C(=O)NC2CN(CC2F)CC=2C(=NOC2C)C)C(F)(F)F